(4-methoxyphenyl) (2-phenoxyphenyl) sulfide O(C1=CC=CC=C1)C1=C(C=CC=C1)SC1=CC=C(C=C1)OC